CN1CCN(CC1)CCC[Si](OC)(OC)OC 1-methyl-4-[3-(trimethoxysilyl)propyl]piperazine